N1CC(C1)[C@H](C)NC(=O)C1=CC2=CC=CC(=C2C=C1)OC1=CC=C(C=C1)C(F)(F)F N-[(1S)-1-(azetidin-3-yl)ethyl]-5-[4-(trifluoromethyl)phenoxy]naphthalene-2-carboxamide